N-(2-((tert-butyldimethylsilyl)oxy)ethyl)-8-(4-(trifluoromethyl)phenyl)pyrido[3,4-b]pyrazin-5-amine [Si](C)(C)(C(C)(C)C)OCCNC1=NC=C(C=2C1=NC=CN2)C2=CC=C(C=C2)C(F)(F)F